C(C1=CC=CC=C1)N1CC=2C=C(C(=NC2CC1)O)C(F)(F)F 6-benzyl-3-(trifluoromethyl)-5,6,7,8-tetrahydro-1,6-naphthyridin-2-ol